monolauryl diglycolate C(COCC(=O)[O-])(=O)OCCCCCCCCCCCC